N(=[N+]=[N-])[C@H](C[C@H](C(=O)OC)CO)CC1=CC=CC=C1 Methyl (2S,4R)-4-azido-2-(hydroxymethyl)-5-phenylpentanoate